(E)-4-(dimethylamino)-1-phenylbut-3-en-2-one CN(/C=C/C(CC1=CC=CC=C1)=O)C